C(C=C)(=O)N1C(CN(CC1)C1=NC(=NC2=C(C(=C(C=C12)Cl)C1=C2C=NNC2=CC=C1C)F)OC[C@H]1N(CCC1)C)CC#N 2-(1-acryloyl-4-(6-chloro-8-fluoro-7-(5-methyl-1H-indazol-4-yl)-2-(((S)-1-methylpyrrolidin-2-yl)methoxy)quinazolin-4-yl)piperazin-2-yl)acetonitrile